C(C)NC=1C=CC(=C(C1)N1C(C(C=2C(=C1)C=CN(C2)NC=2C=NC(=CC2)C)=O)C)C 6-(5-(ethylamino)-2-methylphenyl)-7-methyl-2-((6-methylpyridin-3-yl)amino)pyrido[3,4-d]pyridin-8(7H)-one